N-(2-((2R,3R)-1-(2-fluoroethyl)-2-methylpiperidin-3-yl)thieno[2,3-b]pyridin-4-yl)benzo[d]thiazol-5-amine FCCN1[C@@H]([C@@H](CCC1)C1=CC=2C(=NC=CC2NC=2C=CC3=C(N=CS3)C2)S1)C